2-(3-bromo-4-chlorophenyl)phenanthrene BrC=1C=C(C=CC1Cl)C1=CC=2C=CC3=CC=CC=C3C2C=C1